6-hydroxy-1H-benzimidazol OC=1C=CC2=C(NC=N2)C1